FC=1C(=C(C=CC1F)[C@H]1[C@@H](O[C@]([C@H]1OC)(C(F)(F)F)C)C=1NC=2C=CN=C(C2C(C1)=O)C(=O)N)OC 2-((2R,3S,4S,5R)-3-(3,4-difluoro-2-methoxyphenyl)-4-methoxy-5-methyl-5-(trifluoromethyl)tetrahydrofuran-2-yl)-4-oxo-1,4-dihydro-1,6-naphthyridine-5-carboxamide